ClC1CCCOCC1 5-Chlorooxepan